NC=1C(=NC(=CC1N1CCOCC1)N1N=C(C=C1)C=1C=C(C=CC1)C)N(C(C1=NC=CC=C1)=O)C N-(3-amino-4-morpholino-6-(3-(m-tolyl)-1H-pyrazol-1-yl)pyridin-2-yl)-N-methylpicolinamide